rac-(3ar,6ar)-1-benzyl-4-methylhexahydropyrrolo[3,4-b]pyrrole-5(1H)-carboxylic acid ethyl ester C(C)OC(=O)N1C[C@@H]2N(CC[C@@H]2C1C)CC1=CC=CC=C1 |r|